O-(3-((tert-butoxycarbonyl)amino)propyl)-L-serine methyl ester COC([C@@H](N)COCCCNC(=O)OC(C)(C)C)=O